IC=1C=C(C=CC1)C=1SC2=C(N=CN=C2S(=O)(=O)C)N1 2-(3-iodophenyl)-7-(methylsulfonyl)thiazolo[4,5-d]pyrimidine